(S)-5'-(furan-2-yl)-5',6'-dihydro-[1,1':3',1''-terphenyl]-4'-carbaldehyde O1C(=CC=C1)[C@@H]1C(=C(C=C(C1)C1=CC=CC=C1)C1=CC=CC=C1)C=O